[Si](C)(C)(C(C)(C)C)OC[C@H]1CN(C[C@@H]1C1=CC(=C(C=C1)F)F)C(=O)C1=CC(=NN1)C1=CN=NC=C1 [(3R,4S)-3-[[tert-butyl(dimethyl)silyl]oxymethyl]-4-(3,4-difluorophenyl)pyrrolidino]-(3-pyridazin-4-yl-1H-pyrazol-5-yl)methanone